O[C@]1(C[C@H]2[C@@H]([C@@H]3[C@H]([C@@H]4CC[C@@H]([C@]4(CC3)C)C(C)=O)CCC2)CC1)C 1-((1S,3aS,3bR,6aS,8R,10aS,10bR,12aS)-8-hydroxy-8,12a-dimethyloctadecahydrobenzo[3,4]cyclohepta[1,2-e]inden-1-yl)ethan-1-one